N-[2-[[2-(dimethylamino)ethyl]methylamino]-4-methoxy-5-[[4-(3-methyl-1H-indol-1-yl)-2-pyrimidinyl]amino]phenyl]-2-propenamide CN(CCN(C1=C(C=C(C(=C1)OC)NC1=NC=CC(=N1)N1C=C(C2=CC=CC=C12)C)NC(C=C)=O)C)C